FC1=C(C=CC(=C1)S(=O)(=O)N1CCN(CC1)C)NC=1N=C2N(C(C1C)=O)C=C(C=C2)C=2C=NN(C2)C2CN(C2)C(=O)OCCCC Z-butyl 3-(4-(2-((2-fluoro-4-((4-methylpiperazin-1-yl)sulfonyl)phenyl)amino)-3-methyl-4-oxo-4H-pyrido[1,2-a]pyrimidin-7-yl)-1H-pyrazol-1-yl)azetidine-1-carboxylate